C(COCCNC(C=C)=O)OCCNC(C=C)=O N,N'-((ethane-1,2-diyl-bis(oxy))bis(ethane-2,1-diyl))diacrylamide